C1(=CCCC1)C=1C(=C(C=NC1C)C(=O)NC1=CC(=C(C=C1)OC1=CC=NC2=CC=C(N=C12)OC)F)O 5-(cyclopenten-1-yl)-N-[3-fluoro-4-[(6-methoxy-1,5-naphthyridin-4-yl)oxy]phenyl]-4-hydroxy-6-methylpyridine-3-carboxamide